C(N1C(N(C2=NC(=NC=C12)NC=1C(=CC=2N(C1)N=CN2)C)C2(CCOCC2)C#N)=O)([2H])([2H])[2H] 4-(7-(methyl-d3)-2-((7-methyl-[1,2,4]triazolo[1,5-a]pyridin-6-yl)amino)-8-oxo-7,8-dihydro-9H-purin-9-yl)tetrahydro-2H-pyran-4-carbonitrile